COC(=O)C1CCC(CC1)N.Cl methyl (1R,4R)-4-aminocyclohexane-1-carboxylate hydrochloride